2-((2-ethyl-7-methyl-5-(piperazin-1-yl)-2H-pyrazolo[4,3-b]pyridin-3-yl)(2-fluoroethyl)amino)-4-(4-fluorophenyl)thiazole-5-carbonitrile C(C)N1N=C2C(N=C(C=C2C)N2CCNCC2)=C1N(C=1SC(=C(N1)C1=CC=C(C=C1)F)C#N)CCF